C1(=CC=CC=C1)N1C=CC(C=C1)C1=CC=CC=C1 1,4-bisphenyl-1,4-dihydropyridine